C(C)(C)(C)OC(=O)N1CCC(CC1)C(NC(C)C#C)=O 4-(3-butyn-2-ylcarbamoyl)piperidine-1-carboxylic acid tert-butyl ester